5'-Fluoro-1,1''-dimethyldispiro[indoline-3,2'-benzofuran-3',3''-indoline]-2,2''-dione FC=1C=CC2=C(C1)C1(C(N(C3=CC=CC=C13)C)=O)C1(O2)C(N(C2=CC=CC=C21)C)=O